ClC1=NC=C(C(=N1)C1=CC=2N(C=C1)N=C(N2)N2C(=CC=C2C)C)C 7-(2-chloro-5-methylpyrimidin-4-yl)-2-(2,5-dimethyl-1H-pyrrol-1-yl)-[1,2,4]triazolo[1,5-a]pyridine